C1(CCC1)N1CC(C1)(C(=O)N(C1=CC(=CC=C1)F)CC1=NC=C(C=C1)C=1OC(=NN1)C(F)F)F 1-cyclobutyl-N-((5-(5-(difluoromethyl)-1,3,4-oxadiazol-2-yl)pyridin-2-yl)methyl)-3-fluoro-N-(3-fluorophenyl)azetidine-3-carboxamide